4-(7-amino-[1,2,4]triazolo[1,5-a]pyridin-5-yl)-2-fluorobenzonitrile NC1=CC=2N(C(=C1)C1=CC(=C(C#N)C=C1)F)N=CN2